2-(1H-benzimidazol-5-yl)-3-hydroxy-5,7-dimethoxy-4H-chromen-4-one N1C=NC2=C1C=CC(=C2)C=2OC1=CC(=CC(=C1C(C2O)=O)OC)OC